FC(C(=O)O)(F)F.ClC1=C(C=C(C=C1)C(=O)N1CCNCC1)N1C(NC(CC1)=O)=O 1-(2-chloro-5-(piperazine-1-carbonyl)phenyl)dihydropyrimidine-2,4(1H,3H)-dione trifluoroacetate